(2,2-dioxido-2-thia-7-azaspiro[3.5]nonan-7-yl)(1-(4-(trifluoromethyl)phenoxy)cyclopentyl)methanone lithium [Li].O=S1(CC2(C1)CCN(CC2)C(=O)C2(CCCC2)OC2=CC=C(C=C2)C(F)(F)F)=O